C(C1=CC=CC=C1)OC(=O)N1CCN(CC1)C1=C2C[C@@H](N(CC2=CC=C1)C(=O)OC(C)(C)C)C=O tert-butyl (3R)-5-(4-benzyloxycarbonylpiperazin-1-yl)-3-formyl-3,4-dihydro-1H-isoquinoline-2-carboxylate